O=C1NC(CCC1N1C(C2=CC=CC(=C2C1=O)NC1CC(C1)N(C(OC(C)(C)C)=O)C)=O)=O Tert-butyl N-[3-[[2-(2,6-dioxo-3-piperidyl)-1,3-dioxo-isoindolin-4-yl]amino]cyclobutyl]-N-methyl-carbamate